ClC=1C=C(C=C(C1)Cl)N1[C@H](CN(CC1)C(CCC(=O)C1=NC=CC=C1)=O)C 1-[(3S)-4-(3,5-dichlorophenyl)-3-methyl-piperazin-1-yl]-4-(2-pyridyl)butane-1,4-dione